BrCC1(OCCO1)C1=C(C=C(C=C1)Cl)Cl 2-bromomethyl-2-(2,4-dichlorophenyl)-1,3-dioxolane